[Pt+2].C(CCC)[Si](C(C(=O)C1=CC=CC=C1)C(=O)C1=CC=CC=C1)(OC)OC.C(CCC)[Si](C(C(=O)C1=CC=CC=C1)C(=O)C1=CC=CC=C1)(OC)OC bis[2-(butyldimethoxysilyl)1,3-diphenyl-1,3-propanedione] platinum (II)